1-[6-[3-(5-chloro-2,4-difluoro-phenyl)-1H-pyrazol-4-yl]-1,5-naphthyridin-3-yl]azetidin-3-amine ClC=1C(=CC(=C(C1)C1=NNC=C1C=1N=C2C=C(C=NC2=CC1)N1CC(C1)N)F)F